ClC1=C(C=CC=C1)C1(CC1)C(=O)O 1-(2-chlorophenyl)-1-cyclopropanecarboxylic acid